6-chloro-7-(difluoromethyl)-1-(1-(tetrahydro-2H-pyran-4-yl)-4,5,6,7-tetrahydro-1H-pyrazolo[4,3-c]pyridin-3-yl)-1,2,3,4-tetrahydro-1,5-naphthyridine ClC=1N=C2CCCN(C2=CC1C(F)F)C1=NN(C2=C1CNCC2)C2CCOCC2